C(N)(OC(CC(=O)OC(C)(C)C)(C)C)=O Boc-tertiary butyl carbamate